FC=1C=C(C=C(C1)F)C=1N=C2N(C(C1)=O)C=C(C=C2)N2C[C@@H](NCC2)C 2-(3,5-difluorophenyl)-7-[(3S)-3-methylpiperazin-1-yl]-4H-pyrido[1,2-a]pyrimidin-4-one